3-(2-fluoro-4-(6-((R)-3-methylmorpholino)-1-(1H-pyrazol-3-yl)-1H-pyrazolo[3,4-b]pyridin-4-yl)phenyl)-8-oxa-3-azabicyclo[3.2.1]octan-2-one FC1=C(C=CC(=C1)C1=C2C(=NC(=C1)N1[C@@H](COCC1)C)N(N=C2)C2=NNC=C2)N2C(C1CCC(C2)O1)=O